C(C)(C)(C)OC(=O)N1C[C@@H](CCC1)C(NC1=NN(C2=CC=C(C=C12)C1=C(C=CC(=C1)C(=O)OC(C)C)Cl)C(C1=CC=CC=C1)(C1=CC=CC=C1)C1=CC=CC=C1)=O (3R)-3-[(5-{2-chloro-5-[(prop-2-yloxy)carbonyl]phenyl}-1-trityl-1H-indazol-3-yl)carbamoyl]-piperidine-1-carboxylic acid tert-butyl ester